CC1=NC=C(C=C1NC(=O)C=1C=C2C(=NC1)NC(=C2)C2=CC=NC=C2)NC(CN2[C@H](CCC2)C)=O (S)-N-(2-methyl-5-(2-(2-methylpyrrolidin-1-yl)acetamido)pyridin-3-yl)-2-(pyridin-4-yl)-1H-pyrrolo[2,3-b]pyridine-5-carboxamide